tert-butoxycarbonylmethyltriphenyl-phosphonium bromide [Br-].C(C)(C)(C)OC(=O)C[P+](C1=CC=CC=C1)(C1=CC=CC=C1)C1=CC=CC=C1